ethyl (S)-2-acetoxypropionate C(C)(=O)O[C@H](C(=O)OCC)C